(4-(3-(4-(4-((1-(2-(2,6-dioxopiperidin-3-yl)-1-oxoisoindolin-5-yl)piperidin-4-yl)methyl)piperazin-1-yl)phenoxy)-6-hydroxybenzo[b]thiophen-2-yl)phenyl)boronic acid O=C1NC(CCC1N1C(C2=CC=C(C=C2C1)N1CCC(CC1)CN1CCN(CC1)C1=CC=C(OC=2C3=C(SC2C2=CC=C(C=C2)B(O)O)C=C(C=C3)O)C=C1)=O)=O